Pentane-1-Sulfonic Acid 4-Nitro-Phenyl Ester [N+](=O)([O-])C1=CC=C(C=C1)OS(=O)(=O)CCCCC